6-(5-Chloro-4-methyl-2-thienyl)-3-methyl-2-oxo-imidazo[4,5-b]pyridin ClC1=C(C=C(S1)C=1C=C2C(=NC1)N(C(N2)=O)C)C